pentamethylcyclopentadienyl(1,5,6-trimethylindenyl)hafnium CC1=C(C(=C(C1([Hf]C=1C(C2=CC(=C(C=C2C1)C)C)C)C)C)C)C